N-(5-cyclopentylpyrimidin-2-yl)-5-nitro-2-(1,3,4-thiadiazol-2-ylsulfanyl)benzamide C1(CCCC1)C=1C=NC(=NC1)NC(C1=C(C=CC(=C1)[N+](=O)[O-])SC=1SC=NN1)=O